(S)-5-bromo-3-methyl-N-(oxetan-2-ylmethyl)benzene-1,2-diamine BrC1=CC(=C(C(=C1)NC[C@H]1OCC1)N)C